C(=O)(O)C1=CC=CC(=N1)CNCCNCC1=NC(=CC=C1)C(=O)O 1,2-bis[[(6-carboxypyridin-2-yl)methyl]amino]ethane